ClC=1C=NC(=NC1)O[C@@H]1C[C@@H]2CN([C@H]1C2)C(=O)C2=NC(=CC=C2N2N=CC=N2)C ((1S,4R,6R)-6-((5-chloropyrimidin-2-yl)oxy)-2-azabicyclo[2.2.1]heptan-2-yl)(6-methyl-3-(2H-1,2,3-triazol-2-yl)pyridin-2-yl)methanone